5-(2-(3-fluoro-6-(2-hydroxy-3-oxocyclohepta-1,4,6-trien-1-yl)pyridin-2-yl)ethyl)thiophen-2(5H)-one FC=1C(=NC(=CC1)C1=C(C(C=CC=C1)=O)O)CCC1C=CC(S1)=O